OCCOC(CCCCCCCCCCC=O)=O 1,4-dioxan-hexadecane-5,16-dione